5-((4-(4-cyclopentylpiperazin-1-yl)-2-methoxy-5-(1-methyl-1H-pyrazol-4-yl)phenyl)amino)pyrimidin C1(CCCC1)N1CCN(CC1)C1=CC(=C(C=C1C=1C=NN(C1)C)NC=1C=NC=NC1)OC